4-Chloro-1-ethyl-N'-((3-methyl-2-(trifluoromethyl)-6,7-dihydro-5H-cyclopenta[b]pyridin-4-yl)carbamoyl)-1H-pyrazole-3-sulfonimidamide ClC=1C(=NN(C1)CC)S(=O)(N)=NC(NC1=C2C(=NC(=C1C)C(F)(F)F)CCC2)=O